4-((7-cyclopentyl-6-(dimethylcarbamoyl)-7H-pyrrolo[2,3-d]-pyrimidin-2-yl)amino)benzoic acid C1(CCCC1)N1C(=CC2=C1N=C(N=C2)NC2=CC=C(C(=O)O)C=C2)C(N(C)C)=O